[Na].[Na].[Na].SC1=NC(=NC(=N1)S)S Trimercapto-s-triazine trisodium salt